[Si](C)(C)(C(C)(C)C)OCCOC1=C(C=CC(=C1)C(=O)OC)[C@H]1N(CC[C@@H](C1)O)C(=O)OC(C)(C)C tert-butyl (2S,4S)-2-(2-(2-((tert-butyldimethylsilyl)oxy)ethoxy)-4-(methoxycarbonyl)phenyl)-4-hydroxypiperidine-1-carboxylate